2-({4-[3-(3-chloro-4-fluorophenyl)-1H-pyrrolo[3,2-b]pyridin-2-yl]pyridin-3-yl}oxy)-N-methylethanamine trifluoroacetate FC(C(=O)O)(F)F.ClC=1C=C(C=CC1F)C1=C(NC=2C1=NC=CC2)C2=C(C=NC=C2)OCCNC